((6aR,10aR)-1-hydroxy-6,6,9-trimethyl-3-pentyl-6a,7,8,10a-tetrahydro-6H-benzo[c]chromen-2-yl)(pyrrolidin-1-yl)methanone OC1=C2[C@H]3[C@H](C(OC2=CC(=C1C(=O)N1CCCC1)CCCCC)(C)C)CCC(=C3)C